F[C@H]1CN(CC[C@H]1OC([2H])([2H])[2H])C1=NC(=NC=N1)NC=1N=CC2=C(C=CC(=C2C1)C(C)C)N1CC(C1)CS(=O)(=O)C N-(4-((3S,4R)-3-fluoro-4-(methoxy-d3)piperidin-1-yl)-1,3,5-triazin-2-yl)-5-isopropyl-8-(3-((methanesulfonyl)methyl)azetidin-1-yl)isoquinolin-3-amine